C(#N)CC1N(CCNC1)C(=O)[O-] 2-(cyano methyl)piperazine-1-carboxylate